3,3-difluorobutane-1-sulfonyl chloride FC(CCS(=O)(=O)Cl)(C)F